OCC1=CC(=C(C=C1)B(O)O)OC 4-HYDROXYMETHYL-2-METHOXYPHENYLBORONIC ACID